Methyl 5-fluoro-6-((methyl (1-phenylcyclopropyl)amino)methyl)nicotinate FC=1C(=NC=C(C(=O)OC)C1)CN(C1(CC1)C1=CC=CC=C1)C